CN1[C@](CCC1)(C)CO (S)-(1,2-dimethylpyrrolidin-2-yl)methanol